FC1=C(C=CC(=C1)F)CN(C(=O)NCC1=CC=C(C=C1)OCC(C)C)C1CCN(CC1)C 1-[(2,4-difluorophenyl)methyl]-1-(1-methylpiperidin-4-yl)-3-{[4-(2-methylpropyloxy)phenyl]methyl}urea